(S)-1-((S)-1-(2-((S)-Amino((1s,4R)-4-fluorocyclohexyl)methyl)-benzo[d]oxazol-5-yl)-2-methoxyethyl)-4-(trifluoromethyl)imidazolidin-2-one N[C@H](C=1OC2=C(N1)C=C(C=C2)[C@@H](COC)N2C(N[C@@H](C2)C(F)(F)F)=O)C2CCC(CC2)F